(2S,3S)-ethyl 3-((2-chloro-6-(thiophen-3-yl)pyrimidin-4-yl)amino)bicyclo[2.2.2]octane-2-carboxylate ClC1=NC(=CC(=N1)N[C@@H]1[C@H](C2CCC1CC2)C(=O)OCC)C2=CSC=C2